OCCCN 3-hydroxypropylamine